O1N=C(C=C1)C1(CN=C(O1)NC1=C2CCCC2=CC(=C1C1=CC(=NC=C1)OC)C)C(=O)OCC ethyl 5-(isoxazol-3-yl)-2-((5-(2-methoxy-pyridin-4-yl)-6-methyl-2,3-dihydro-1H-inden-4-yl)amino)-4,5-dihydro-oxazole-5-carboxylate